piperazine-N,N'-bis-carbodithioic acid Potassium [K].N1(CCN(CC1)C(=S)S)C(=S)S